OC1=C(C=C2N=C3C=CC(=CC3=NC2=C1)S(=O)(=O)O)NC 8-hydroxy-7-(methylamino)phenazine-2-sulfonic acid